4-ethyl-3-(4-methoxybenzyl)-7-methyl-3,4-dihydro-5H-pyrazolo[3,4-C]isoquinolin-5-one C(C)N1C(C=2C=C(C=CC2C2=C1N(N=C2)CC2=CC=C(C=C2)OC)C)=O